FC(C(=O)Cl)(CC)F 2,2-difluorobutyryl chloride